ClC1=C(C=C2C(=NN=C(C2=C1)N1CCN(CC1)C(C=C)=O)C=1C(=NC=CC1)C)C1=C(C=CC=C1O)F 1-(4-(7-chloro-6-(2-fluoro-6-hydroxyphenyl)-4-(2-methyl-3-pyridinyl)-1-phthalazinyl)-1-piperazinyl)-2-propen-1-one